ClC=1C(=C(CN2[C@@H](C[C@@](CC2)(C(=O)O)CC2=NC(=CC(=C2F)NC)NC2=NNC(=C2)C)C)C=CC1)F (2R,4R)-1-(3-chloro-2-fluorobenzyl)-4-((3-fluoro-6-((5-methyl-1H-pyrazol-3-yl)amino)-4-(methyl-amino)pyridin-2-yl)methyl)-2-methylpiperidine-4-carboxylic acid